N-(6-(1-(2-((tert-butyldimethylsilyl)oxy)ethyl)piperidin-4-yl)-1H-benzo[d]imidazol-2-yl)-6-(trifluoromethyl)quinolin-2-amine [Si](C)(C)(C(C)(C)C)OCCN1CCC(CC1)C=1C=CC2=C(NC(=N2)NC2=NC3=CC=C(C=C3C=C2)C(F)(F)F)C1